FC(OC[C@H]1N(C[C@H](C1)OC1=CC=C(C=C1)N1C=NC(=C1)C)C1=CC=C(C(=O)O)C=C1)F 4-((2S,4S)-2-((difluoromethoxy)methyl)-4-(4-(4-methyl-1H-imidazol-1-yl)phenoxy)pyrrolidin-1-yl)benzoic acid